methyl 2-(4-fluoro-2-methylphenoxy)-6-methylnicotinate FC1=CC(=C(OC2=C(C(=O)OC)C=CC(=N2)C)C=C1)C